N5,N6-bis(2-fluoro-5-(trifluoromethyl)phenyl)-2-(trifluoromethyl)-1H-imidazo[4,5-b]pyrazine-5,6-diamine FC1=C(C=C(C=C1)C(F)(F)F)NC=1N=C2C(=NC1NC1=C(C=CC(=C1)C(F)(F)F)F)NC(=N2)C(F)(F)F